S1C=NC(=C1)C=1C2=C(S(C1)=O)C=CC=C2 3-(thiazol-4-yl)benzo[b]thiophene 1-oxide